tert-butyl (3R,4R)-4-((1-(2-(3-((2,4-dioxotetrahydropyrimidin-1(2H)-yl)methyl)-2-oxopyridin-1(2H)-yl)ethyl)piperidin-4-yl)oxy)-3-fluoropiperidine-1-carboxylate O=C1N(CCC(N1)=O)CC=1C(N(C=CC1)CCN1CCC(CC1)O[C@H]1[C@@H](CN(CC1)C(=O)OC(C)(C)C)F)=O